[N+](=O)([O-])C1=C(C=CC(=C1)[N+](=O)[O-])C1OCC2(CO1)COC(OC2)C2=C(C=C(C=C2)[N+](=O)[O-])[N+](=O)[O-] 3,9-bis(2,4-dinitrophenyl)-2,4,8,10-tetraoxaspiro[5.5]undecane